FC1=CC=C(C=C1)CN(C1=C(C(=NN1C(=O)C=1N=CSC1)C1N(CC1C(F)(F)F)C(=O)N1CCOCC1)C)C N-[(4-fluorophenyl)methyl]-N,4-dimethyl-3-[1-(morpholine-4-carbonyl)-3-(trifluoromethyl)azetidin-2-yl]-1-(1,3-thiazole-4-carbonyl)-1H-pyrazol-5-amine